C(C)(C)N1CCC(CC1)NC1=NC(=NC2=CC(=C(C=C12)OC)\C=C\CCN1CCCCC1)N1CCCCC1 (E)-N-(1-isopropylpiperidine-4-yl)-6-methoxy-2-(piperidine-1-yl)-7-(4-(piperidine-1-yl)but-1-en-1-yl)quinazolin-4-amine